C1(=CC=CC=C1)C=1C=CC=2N(C3=CC=C(C=C3C2C1)C1=CC=CC=C1)C1=CC=C(C=C1)C1=C(C(=CC=C1C=1C=NC=CC1)C#N)C1=CC=C(C=C1)N1C2=CC=C(C=C2C=2C=C(C=CC12)C1=CC=CC=C1)C1=CC=CC=C1 4,4''-bis(3,6-diphenyl-9H-carbazol-9-yl)-6'-(pyridin-3-yl)-[1,1':2',1''-terphenyl]-3'-carbonitrile